CC=1C=C(C=CC1NC)O 3-methyl-4-(methylamino)phenol